3-(3,4-dihydroxyphenyl)-acrylic acid OC=1C=C(C=CC1O)C=CC(=O)O